1,1,3,3-tetramethylurea tetrafluoroborate F[B-](F)(F)F.CN(C(=O)N(C)C)C